(1e)-(N-[1-(cyclohepta-2,4,6-trienyl)prop-1-yn-3-yl]-N-[1-(4-methoxyphenyl)prop-1-yn-3-yl]-4-methylbenzenesulfonamide) C1(C=CC=CC=C1)C#CCN(S(=O)(=O)C1=CC=C(C=C1)C)CC#CC1=CC=C(C=C1)OC